4-[(2-butyl-7-(hexahydropyridin-4-yl)-4-(tert-butylamino)thieno[3,2-b]imidazo[4,5-d]pyridin-1-yl)methyl]hexahydropyridine-1-carboxylate C(CCC)C1=NC=2C(=C3C(=NC2NC(C)(C)C)C=C(S3)C3CCNCC3)N1CC1CCN(CC1)C(=O)[O-]